CC1=C(C=C2C(=NNC2=C1)C=1C=NN(C1)C)C1C[C@@H]2[C@@H](CN(C2)[C@H]2CS(CCC2)(=O)=O)C1 (R)-3-((3aR,5s,6aS)-5-(6-methyl-3-(1-methyl-1H-pyrazol-4-yl)-1H-indazol-5-yl)hexahydrocyclopenta[c]pyrrol-2(1H)-yl)tetrahydro-2H-thiopyran 1,1-dioxide